(R)-1-(5-chloro-3-fluoro-pyridin-2-yl)-4-(4-fluoro-benzyl)-3-((1s,3S)-3-hydroxycyclobutyl)-piperazine-2,5-dione ClC=1C=C(C(=NC1)N1C([C@H](N(C(C1)=O)CC1=CC=C(C=C1)F)C1CC(C1)O)=O)F